Cl[W](C1C=CC=C1)(C1C=CC=C1)Cl dichlorobis(cyclopentadienyl)tungsten (IV)